CC(=C[SiH2][Si](C=C)(C)C)C dimethylvinylsilyl-(dimethyl-vinyl-silicon)